FC1(CC1)CN1CC(C1)N 1-[(1-fluorocyclopropyl)methyl]Azetidin-3-amine